(S)-(+)-Dimethyl (3-methyl-2-oxonon-5-yn-1-yl)phosphonate C[C@H](C(CP(OC)(OC)=O)=O)CC#CCCC